3,4-dicarboxynorbornane C(=O)(O)C1CC2CCC1(C2)C(=O)O